ClC1=CC2=C(NC(N2)=S)C=C1 5-chloro-1H-benzo[d]imidazole-2(3H)-thione